ClC1=NC(=C(C=C1[N+](=O)[O-])C)Cl 2,6-dichloro-3-nitro-5-methylpyridine